2-(2-((2-(5-(2,3-dimethylphenyl)-1H-benzo[d]imidazol-2-yl)ethyl)amino)ethyl)-N-((3-fluoropyridin-2-yl)methyl)oxazole-4-carboxamide CC1=C(C=CC=C1C)C1=CC2=C(NC(=N2)CCNCCC=2OC=C(N2)C(=O)NCC2=NC=CC=C2F)C=C1